NC1=NC=CC=C1C1=NC2=C(N1C1=CC=C(C=C1)CNC(OC(C)(C)C)=O)C=C(C=C2)OC tert-butyl N-[[4-[2-(2-amino-3-pyridyl)-6-methoxy-benzimidazol-1-yl]phenyl]methyl]carbamate